O-benzyl-N2-[2-(3-methoxyphenyl)[1,2,4]triazolo[1,5-c]quinazolin-5-yl]-D-threoninamide C(C1=CC=CC=C1)O[C@H]([C@@H](NC1=NC=2C=CC=CC2C=2N1N=C(N2)C2=CC(=CC=C2)OC)C(=O)N)C